racemic-(5s,9r)-2-methoxy-7-methyl-8-((methylsulfonyl)oxy)-11-oxo-7,8,9,10-tetrahydro-5,9-methanocycloocta[b]pyridine-5(6H)-carboxylic acid methyl ester COC(=O)[C@@]12CC(C([C@@H](CC3=NC(=CC=C31)OC)C2=O)OS(=O)(=O)C)C |r|